3-(6-(4-fluoro-3-methoxyphenoxy)pyrimidin-4-yl)-5,5-dimethylimidazolidine-2,4-dione FC1=C(C=C(OC2=CC(=NC=N2)N2C(NC(C2=O)(C)C)=O)C=C1)OC